C12CN(CC(CC1)N2)C2=NN=C(S2)C2=C(C=1NC=3C=C(C=CC3C1N=C2)C#N)NC(C)C 3-(5-(3,8-diazabicyclo[3.2.1]octan-3-yl)-1,3,4-thiadiazol-2-yl)-4-isopropylamino-5H-pyrido[3,2-b]indole-7-carbonitrile